FC(C1=C(C=CC(=C1)C(F)(F)F)OB(O)O)(F)F 2,4-bis(trifluoromethyl)phenylboric acid